BrC=1N=C(SC1)C(=O)N[C@H](C(=O)NC=1C(N(C=CC1)CC(=O)NC1C2CC3CC(CC1C3)C2)=O)CCC(C(=O)NC)=O (S)-2-(4-bromothiazole-2-carboxamido)-N1-(1-(2-(2-adamantylamino)-2-oxoethyl)-2-oxo-1,2-dihydropyridin-3-yl)-N6-methyl-5-oxohexanediamide